C1(CC1)C1=NN=C(O1)C1C=C(C2=C(N(C1=O)CC1=CC(=C(C=C1)C)F)C=CC=C2)C (5-cyclopropyl-1,3,4-oxadiazol-2-yl)-1-(3-fluoro-4-methylbenzyl)-5-methyl-1,3-dihydro-2H-benzo[b]azepin-2-one